C(C)(C)(C)OC(=O)NCCOCCOCCOCCN(CC(=O)O)CC(=O)O 1-{[(tert-Butoxy)carbonyl]amino}-12-(carboxymethyl)-3,6,9-trioxa-12-azatetradecan-14-oic acid